tert-butyl N-[4-[(5-amino-4-methyl-3-pyridinyl) methyl]-3-fluoro-2-pyridinyl]-N-tert-butoxycarbonyl-carbamate NC=1C(=C(C=NC1)CC1=C(C(=NC=C1)N(C(OC(C)(C)C)=O)C(=O)OC(C)(C)C)F)C